OC1C(C2(C3CCC4(CCCC4=C3C=CC2CC1)C)C)(O)O trihydroxy-10,13-dimethyl-2,3,4,5,9,11,12,15,16,17-decahydro-1H-cyclopenta[a]phenanthren